2-(6-(((R)-1-(3-(difluoromethyl)-2-fluorophenyl)ethyl)amino)-5-(1,3-dioxolan-2-yl)-2-methoxypyrimidin-4-yl)-N-(1H-imidazol-1-yl)propionamide FC(C=1C(=C(C=CC1)[C@@H](C)NC1=C(C(=NC(=N1)OC)C(C(=O)NN1C=NC=C1)C)C1OCCO1)F)F